Cl.C(CCC)OC(C1=C(C=CC=C1)C=1C2=CC=C(C=C2OC2=CC(C(C(C12)=N)N)CC)CC)=O (6-ethyl-amino-3-ethyl-imino-3H-xanthen-9-yl)-benzoic acid n-butyl ester hydrochloride